C(C)(C)(C)OC(=O)N1CCC(CC1)C1=NC(=CC=C1)OCC1=CC=C(C=2OCOC21)F 4-(6-((7-fluorobenzo[D][1,3]dioxol-4-yl)methoxy)pyridin-2-yl)piperidine-1-carboxylic acid tert-butyl ester